CN1CN(C2=C1C=CC=C2)C2=CC=CC=C2 1-methyl-3-phenyl-2,3-dihydro-1h-benzo[d]imidazole